(2S)-1-[1-(5-chloro-2-thienyl)cyclopropanecarbonyl]-N-[(1S)-1-(2-amino-2-oxo-ethyl)-3-(5-methyl-1,3,4-oxadiazol-2-yl)prop-2-ynyl]pyrrolidine-2-carboxamide ClC1=CC=C(S1)C1(CC1)C(=O)N1[C@@H](CCC1)C(=O)N[C@H](C#CC=1OC(=NN1)C)CC(=O)N